C(C)(C)(C)OC(C1=CC(=CC=C1)CCN1N=C(N=C1)CO)=O.OCC1=NN(C=N1)CCC=1C=C(C(=O)OC(C)(C)C)C=CC1 tert-butyl 3-(2-(3-(hydroxymethyl)-1H-1,2,4-triazol-1-yl)ethyl)benzoate tert-butyl-3-(2-(3-(hydroxymethyl)-1H-1,2,4-triazol-1-yl)ethyl)benzoate